4-isopropyl-6-methoxypyrimidine C(C)(C)C1=NC=NC(=C1)OC